methyl 5-(4,5-dichloro-7H-pyrrolo[2,3-d]pyrimidin-7-yl)nicotinate ClC=1C2=C(N=CN1)N(C=C2Cl)C=2C=NC=C(C(=O)OC)C2